6-Chloro-N-(4-chlorophenyl)-5-methyl-2-morpholinopyrimidin-4-amine ClC1=C(C(=NC(=N1)N1CCOCC1)NC1=CC=C(C=C1)Cl)C